CC1(CC1)C(=O)OCC1N(CCN(C1)C(CCNC(=O)OCC1[C@H]2CCC#CCC[C@@H]12)=O)CC(=O)O 2-(1'-methylcyclopropylcarbonyloxymethyl)-4-(N-(((1R,8S,9s)-bicyclo[6.1.0]non-4-yn-9-yl)methoxycarbonyl)-beta-alanyl)-1-piperazineacetic acid